N,3,5-trimethylisoxazol-4-amine CNC=1C(=NOC1C)C